2-(chloromethyl)-2-methyl ethylene oxide ClCC1(CO1)C